1-(tert-butyl) 4-ethyl 3-hydroxypiperidine-1,4-dicarboxylate OC1CN(CCC1C(=O)OCC)C(=O)OC(C)(C)C